4-Hydroxybutyl phenylglycinate NC(C1=CC=CC=C1)C(=O)OCCCCO